(2R,3R,4R,5R)-2-(4-aminopyrrolo[2,1-f][1,2,4]triazin-7-yl)-5-(((((R)-acetoxymethoxy)(4-tert-butylphenoxy)phosphoryl)oxy)methyl)-2-cyanotetrahydrofuran-3,4-diyl bis(2-methylpropionate) CC(C(=O)O[C@H]1[C@](O[C@@H]([C@H]1OC(C(C)C)=O)COP(=O)(OC1=CC=C(C=C1)C(C)(C)C)OCOC(C)=O)(C#N)C1=CC=C2C(=NC=NN21)N)C